3,7-dimethyloct-5-ene-1,7-diol CC(CCO)CC=CC(C)(O)C